CC1OC2=C3C(N4CC5CCC(C14)N5)=NC(NC3=CC=N2)=O 5-methyl-5a,6,7,8,9,10-hexahydro-5H-4-oxa-3,10a,11,13,14-pentaaza-6,9-methanonaphtho[1,8-ab]heptalen-12(13H)-one